1-(3-butyl-2-methyl-7-(methylthio)-1,1-dioxido-5-phenyl-2,3,4,5-tetrahydrobenzo[f][1,2,5]thiadiazepin-8-yl)cyclopropane-1-carbonitrile C(CCC)C1N(S(C2=C(N(C1)C1=CC=CC=C1)C=C(C(=C2)C2(CC2)C#N)SC)(=O)=O)C